COC=1C=2N(C=C(C1)OC)N=C(C2)C=2SC=1N=C(SC1N2)OC 4,6-dimethoxy-2-[5-methoxy-[1,3]thiazolo[5,4-d][1,3]thiazol-2-yl]pyrazolo[1,5-a]pyridine